(R)-3-(2-(2-methylisonicotinamido)-7-(piperidin-4-yloxy)-1H-benzo[d]imidazol-1-yl)azepan-1-carboxylic acid tert-butyl ester C(C)(C)(C)OC(=O)N1C[C@@H](CCCC1)N1C(=NC2=C1C(=CC=C2)OC2CCNCC2)NC(C2=CC(=NC=C2)C)=O